C(C)N(C(=O)C1CN(C2CC=3C4=C(C2=C1)C=CC=C4NC3)CCCF)CC N,N-diethyl-7-(3-fluoropropyl)-4,6,6a,7,8,9-hexahydroindolo[4,3-fg]quinoline-9-carboxamide